FC=1C=2N(C=C(C1)NC(=O)C1=CC=C(C3=CN(N=C13)C)N1CCC(CC1)=O)C=C(N2)C N-(8-fluoro-2-methyl-imidazo[1,2-a]pyridin-6-yl)-2-methyl-4-(4-oxo-1-piperidyl)indazole-7-carboxamide